N-((5-fluoro-1-(1-(cis-4-isopropylcyclohexyl)piperidin-4-yl)-3-(pyrrolidin-1-ylmethyl)-1H-indol-2-yl)methyl)methane-sulfonamide FC=1C=C2C(=C(N(C2=CC1)C1CCN(CC1)[C@@H]1CC[C@@H](CC1)C(C)C)CNS(=O)(=O)C)CN1CCCC1